ClC=1C=NC(=NC1)C=1C[C@H](N(CC1)C(=O)OC(C)(C)C)C tert-butyl (R)-4-(5-Chloropyrimidin-2-yl)-2-methyl-3,6-dihydropyridine-1(2H)-carboxylate